BrC1=CC(=C(C(=O)OC)C=C1)C1=CC(=NC=C1OC)Cl methyl 4-bromo-2-(2-chloro-5-methoxypyridin-4-yl)benzoate